(4-Methylbenzyl)-4-(4-methylpiperazin-1-yl)-1H-benzo[d]imidazole-1-carboxamide CC1=CC=C(CC2=NC3=C(N2C(=O)N)C=CC=C3N3CCN(CC3)C)C=C1